1-((1H-indazol-7-yl)methyl)-5-(methylcarbamoyl)-6-oxo-1,6-dihydropyridine N1N=CC2=CC=CC(=C12)CN1C=CC=C(C1=O)C(NC)=O